ClCC1=CC=C(C=C1)C=1SC=C(N1)C 2-(4-(chloromethyl)phenyl)-4-methyl-1,3-thiazole